P(=O)(OC(C)(C)C)(OC(C)(C)C)OCN1C(C=C(C=C1)NC(C1=C(C=C(C=C1)C(F)(F)F)OC1=C(C=C(C=C1)F)C([2H])([2H])[2H])=O)=O di-tert-butyl ((4-(2-(4-fluoro-2-(methyl-d3) phenoxy)-4-(trifluoromethyl) benzoylamino)-2-oxopyridin-1(2H)-yl) methyl) phosphate